CCCCCCCCC(CCCCCCCC)NC(CCCCCCCCCCCCCCC)=O N-(heptadecan-9-yl)palmitamide